S1C2=C(C=C1)C=C(C=C2)CC(=O)O (benzo[b]thiophen-5-yl)acetic acid